aminopropyl-triethoxysilane molybdenum aminocaproate NC(C(=O)[O-])CCCC.[Mo+4].NCCC[Si](OCC)(OCC)OCC.NC(C(=O)[O-])CCCC.NC(C(=O)[O-])CCCC.NC(C(=O)[O-])CCCC